FC(OC1=CC(=NN1CC1=CC=C(C=C1)OC)NC(OC(C)(C)C)=O)F tert-butyl {5-(difluoromethoxy)-1-[(4-methoxyphenyl)methyl]-1H-pyrazol-3-yl}carbamate